bis-[2-(methanesulfonyloxy)-4-methyl-phenyl]urea CS(=O)(=O)OC1=C(C=CC(=C1)C)NC(NC1=C(C=C(C=C1)C)OS(=O)(=O)C)=O